FC(C1=C(CC2=CN=C3N2CCN(C3)C(=O)OC(C)(C)C)C=CC=C1)(F)F tert-Butyl 3-(2-(trifluoromethyl)benzyl)-5,6-dihydroimidazo[1,2-a]pyrazine-7(8H)-carboxylate